[Sn].[W].[Rb].[Li] lithium rubidium tungsten tin